(2-(tert-butoxycarbonyl)-1,2,3,4-tetrahydroisoquinolin-6-yl)boronic acid C(C)(C)(C)OC(=O)N1CC2=CC=C(C=C2CC1)B(O)O